cis-5-(2-(3-chloro-4-fluoro-5-((R)-3-methoxypyrrolidin-1-yl)phenyl)cyclopropyl)-2,2'-bipyrimidine ClC=1C=C(C=C(C1F)N1C[C@@H](CC1)OC)[C@@H]1[C@@H](C1)C=1C=NC(=NC1)C1=NC=CC=N1